C(CCC(=O)O)(=O)O.NC1=C(C=C(C2=C1CCO2)C(=O)NC2CCN(CC2)CCCOC)Cl 4-amino-5-chloro-2,3-dihydro-N-[1-(3-methoxypropyl)-4-piperidinyl]7-benzofurancarboxamide succinate